(6α,7α,20S)-20-(1-bromomethyl)-6,7-epoxy-pregn-4-en-3-one BrC[C@@H](C)[C@H]1CC[C@H]2[C@@H]3[C@H]4[C@@H](C5=CC(CC[C@]5(C)[C@H]3CC[C@]12C)=O)O4